COC1=C(CNS(=O)(=O)C2=C(C=CC(=C2)[N+](=O)[O-])N2N=CC(=C2)CCO)C=CC(=C1)OC N-(2,4-Dimethoxybenzyl)-2-[4-(2-hydroxyethyl)-1H-pyrazol-1-yl]-5-nitrobenzenesulfonamide